2-((R)-4-methyl-3,4-dihydro-2H-pyrrolo[3',2':5,6]pyrido[2,3-b][1,4]oxazepin-1(7H)-yl)benzamide C[C@@H]1CCN(C2=C(O1)N=C1C(=C2)C=CN1)C1=C(C(=O)N)C=CC=C1